2-methyl-1,6-hexanedioic acid CC(C(=O)O)CCCC(=O)O